3,3-DIMETHYL-2-OXO-2,3-DIHYDRO-1H-INDOLE-5-CARBALDEHYDE CC1(C(NC2=CC=C(C=C12)C=O)=O)C